methyl (E)-3-(4-((1S,3R)-2-(bicyclo[1.1.1]pentan-1-yl)-3-methyl-2,3,4,9-tetrahydro-1H-pyrido[3,4-b]indol-1-yl)-3,5-difluorophenyl)acrylate C12(CC(C1)C2)N2[C@H](C=1NC3=CC=CC=C3C1C[C@H]2C)C2=C(C=C(C=C2F)/C=C/C(=O)OC)F